C[C@@H]1N(C[C@@H](C1)OC=1C2=CN(N=C2C=CC1)C)CC1=CN=C(S1)NC(C)=O N-(5-(((2S,4R)-2-methyl-4-((2-methyl-2H-indazol-4-yl)oxy)pyrrolidin-1-yl)methyl)thiazol-2-yl)acetamide